3,4-dimethyl-2-pentanol CC(C(C)O)C(C)C